4-(8-(1-propenoylpyrrolidin-3-yl)quinazolin-6-yl)-N-(3-cyanophenyl)benzamide C(C=C)(=O)N1CC(CC1)C=1C=C(C=C2C=NC=NC12)C1=CC=C(C(=O)NC2=CC(=CC=C2)C#N)C=C1